C1(=CC=CC=C1)C1=C(CN(C1)C(=O)OC(C)(C)C)C(=O)OCC 1-tert-butyl 3-ethyl 4-phenyl-2,5-dihydro-1H-pyrrole-1,3-dicarboxylate